C(C1=CC=CC=C1)N1C=C(C=2C(=CC=CC12)C=O)C 1-benzyl-3-methyl-1H-indole-4-carbaldehyde